C(C)(C)(C)OC(=O)N1CC2N(C=3C(=C4C(=NC=NC4=CC3)Cl)OC2)CC1 4-chloro-6a,7,9,10-tetrahydropyrazino[1',2':4,5][1,4]oxazino[2,3-f]quinazolin-8(6H)-carboxylic acid tert-butyl ester